N-{4-[2-(2-chloro-4-fluorophenyl)acetylamino]pyridin-2-yl}-N-(2,4-dimethylphenyl)acetamide ClC1=C(C=CC(=C1)F)CC(=O)NC1=CC(=NC=C1)N(C(C)=O)C1=C(C=C(C=C1)C)C